O=C(CCCC(=O)ON1C(CCC1=O)=O)ON1C(CCC1=O)=O 1,1'-[(1,5-dioxopentane-1,5-diyl)bis(oxy)]dipyrrolidine-2,5-dione